FC(C(=O)O)(F)F.CN1CC2(CN(C2)C(=O)OC=2C=CC=3C=CC4=CC=CC=C4C3C2)C1 phenanthren-3-yl 6-methyl-2,6-diazaspiro[3.3]heptane-2-carboxylate monotrifluoroacetate